C(C)OC(CC(C1=C(C2=C(N(N=N2)CCCS(=O)(=O)C)C=C1)C)C=1C=C(C2=C(C=CS2)C1)CO)=O 3-[7-(Hydroxymethyl)-1-benzothien-5-yl]-3-{4-methyl-1-[3-(methylsulfonyl)propyl]-1H-benzotriazol-5-yl}propanoic acid ethyl ester